N-methyl-2-oxo-N-phenyl-2,3-dihydro-1H-benzo[d]imidazole-5-carboxamide CN(C(=O)C1=CC2=C(NC(N2)=O)C=C1)C1=CC=CC=C1